O1C(=CC=C1)CC=1N=CC2=C(N1)NC=C2 [(furan-2-yl)methyl]-7H-pyrrolo[2,3-d]pyrimidin